methyl 3-hydroxy-6-bromopyridinecarboxylate OC=1C(=NC(=CC1)Br)C(=O)OC